C(C)(=O)O.C(C)(=O)O.C(C)(=O)O.C(C)(=O)O.C(C)OCCN 2-ethoxy-N-ethylamine tetraacetate